The molecule is a 1,2-diacyl-sn-glycero-3-phosphocholine where the acyl groups at positions 1 and 2 are palmitoyl and hexanoyl respectively. It is a 1,2-diacyl-sn-glycero-3-phosphocholine and a hexanoate ester. It derives from a 1-hexadecanoyl-sn-glycero-3-phosphocholine. CCCCCCCCCCCCCCCC(=O)OC[C@H](COP(=O)([O-])OCC[N+](C)(C)C)OC(=O)CCCCC